Tert-butyl ((3-(2-((tert-butyldimethylsilyl)oxy)ethoxy)-5-ethynylpyridin-2-yl)methyl)carbamate [Si](C)(C)(C(C)(C)C)OCCOC=1C(=NC=C(C1)C#C)CNC(OC(C)(C)C)=O